(R)-4-((8-(1-(2,2-dichloroacetyl)piperidin-4-yl)-7-ethyl-5-methyl-6-oxo-5,6,7,8-tetrahydropteridin-2-yl)amino)-N-ethyl-3-methoxybenzamide ClC(C(=O)N1CCC(CC1)N1[C@@H](C(N(C=2C=NC(=NC12)NC1=C(C=C(C(=O)NCC)C=C1)OC)C)=O)CC)Cl